CC1=C(C=CC=C1C)N1CCN(CC1)C(CN1N=C(C2=C1CCC2)C(=O)N2CCC(CC2)N2N=CC=N2)=O 1-[4-(2,3-Dimethylphenyl)piperazin-1-yl]-2-{3-[4-(2H-1,2,3-triazol-2-yl)piperidin-1-carbonyl]-5,6-dihydrocyclopenta[c]pyrazol-1(4H)-yl}ethan-1-on